COC(CCC(C)(COC)OC)OC 2-dimethoxypropyl-2,3-dimethoxypropane